(3-(3,6-dichloro-9H-carbazole-9-yl)propyl)phosphonic acid ClC=1C=CC=2N(C3=CC=C(C=C3C2C1)Cl)CCCP(O)(O)=O